4-amino-1-[(2R,4S,5R)-5-(chloromethyl)-4-hydroxy-5-(hydroxymethyl)oxolan-2-yl]pyrimidin-2-one NC1=NC(N(C=C1)[C@@H]1O[C@@]([C@H](C1)O)(CO)CCl)=O